ClC=1C(=C(CN2CCN(CC2)C(=O)N2N=C(C=C2)C(=O)O)C=CC1)N1CC2C(C1)COC2 1-(4-(3-chloro-2-(tetrahydro-1H-furo[3,4-c]pyrrol-5(3H)-yl)benzyl)piperazine-1-carbonyl)-1H-pyrazole-3-carboxylic acid